[Sn](I)(I)I.[Cs] cesium tin tri-iodide